(hydroxymethyl)oxane-3,4,5-triol OCC1OCC(C(C1O)O)O